4-Amino-1-[(2R)-6-amino-2-[(2R)-2-[(2R)-2-(3-amino-3-phenylpropionylamino)-3-phenylpropionylamino]-4-methylpentanamido]hexanoyl]piperidine-4-carboxylic acid methyl ester COC(=O)C1(CCN(CC1)C([C@@H](CCCCN)NC([C@@H](CC(C)C)NC([C@@H](CC1=CC=CC=C1)NC(CC(C1=CC=CC=C1)N)=O)=O)=O)=O)N